COC=1C=C(C=CC1OC)CC(=O)NCCCCCCCC (3,4-dimethoxyphenyl)-N-octylacetamide